5-(5-(3,5-dichlorophenyl)-5-(trifluoromethyl)-4,5-dihydroisoxazol-3-yl)-N-(1-methoxypropan-2-yl)-3-methyl-5,6-dihydro-4H-thieno[2,3-c]pyrrole-2-carboxamide ClC=1C=C(C=C(C1)Cl)C1(CC(=NO1)N1CC2=C(C1)C(=C(S2)C(=O)NC(COC)C)C)C(F)(F)F